CC1=C(C=CC(=C1)[N+](=O)[O-])SC1=CC=C(C=C1)C(F)(F)F (2-methyl-4-nitrophenyl)(4-(trifluoromethyl) phenyl) sulfide